2-[(imidazolylmethyl)amino]-N-[4-(2-phenylethynyl)phenyl]acetamide 9-(bis(4H-benzo[d][1,3]dioxin-6-yl)methyl)-3,9-diazaspiro[5.5]undecane-3-carboxylate O1COCC2=C1C=CC(=C2)C(N2CCC1(CCN(CC1)C(=O)O)CC2)C2=CC1=C(OCOC1)C=C2.N2C(=NC=C2)CNCC(=O)NC2=CC=C(C=C2)C#CC2=CC=CC=C2